2-butyl-6-chloro-1,4,4a,9a-tetrahydroanthraquinone C(CCC)C=1CC2C(C3=CC=C(C=C3C(C2CC1)=O)Cl)=O